methyl 7-chloro-2-phenylthiazolo[5,4-b]pyridine-6-carboxylate ClC1=C2C(=NC=C1C(=O)OC)SC(=N2)C2=CC=CC=C2